4-(4-(6-(2,6-dioxopiperidin-3-yl)-5,7-dioxo-6,7-dihydro-2H,5H-spiro[furo[2,3-f]isoindole-3,4'-piperidin]-1'-yl)piperidine-1-carbonyl)-3-fluorobenzene O=C1NC(CCC1N1C(C=2C=C3C(=CC2C1=O)OCC31CCN(CC1)C1CCN(CC1)C(=O)C1=C(C=CC=C1)F)=O)=O